C(C)(C)(C)OC(=O)N1CCC2(C(N(C=N2)C2=CC=C(C=C2)C)=O)CC1 4-oxo-3-(p-tolyl)-1,3,8-triazaspiro[4.5]dec-1-ene-8-carboxylic acid tert-butyl ester